6-{2-[3,4-bis(trifluoromethyl)phenyl]ethyl}-4-hydroxy-2,3-dihydropyridazin-3-one FC(C=1C=C(C=CC1C(F)(F)F)CCC=1C=C(C(NN1)=O)O)(F)F